O1C=C(C=C1)C=1CCN(CC1)CC=1C=C2CN(C(C2=CC1)=O)C1C(NC(CC1)=O)=O 3-(5-((4-(furan-3-yl)-3,6-dihydropyridin-1(2H)-yl)methyl)-1-oxoisoindolin-2-yl)piperidine-2,6-dione